C(C#C)OCCNC(C)=O N-(2-(prop-2-yn-1-yloxy)ethyl)acetamide